[I-].C(CCC)[NH3+] butylammonium iodide